2-methyl-4-(5-(3,4,5-trichlorophenyl)-5-(trifluoromethyl)-4,5-dihydro-isoxazol-3-yl)benzoic acid CC1=C(C(=O)O)C=CC(=C1)C1=NOC(C1)(C(F)(F)F)C1=CC(=C(C(=C1)Cl)Cl)Cl